tert-butyl 5-(4-((R)-3-(tert-butoxy)-2-hydroxy-3-oxopropoxy) phenyl)-2-((tert-butoxycarbonyl) (2-((tert-butoxycarbonyl) amino) ethyl) amino)-5,6-dihydropyrimidine-1(4H)-carboxylate C(C)(C)(C)OC([C@@H](COC1=CC=C(C=C1)C1CN=C(N(C1)C(=O)OC(C)(C)C)N(CCNC(=O)OC(C)(C)C)C(=O)OC(C)(C)C)O)=O